isopropyl-(cyclopentadienyl-9-fluorenyl)zirconium dichloride [Cl-].[Cl-].C(C)(C)[Zr+2]C1C2=CC=CC=C2C=2C=CC=C(C12)C1C=CC=C1